(+/-)-(trans)-8-methoxy-2-(6-methoxypyridin-3-yl)-3-methyl-2,3-dihydrobenzo[b][1,4]dioxin-6-carboxylic acid methyl ester COC(=O)C1=CC2=C(O[C@H]([C@@H](O2)C)C=2C=NC(=CC2)OC)C(=C1)OC |r|